BrC=1C=C(C=CC1)N1N=C(C(=C1C)CCC(=O)N1C(CN(CC1)C1=NC=C(C=C1)C(=O)N1CCOCC1)C1=CC=CC=C1)C 3-[1-(3-Bromo-phenyl)-3,5-dimethyl-1H-pyrazol-4-yl]-1-{4-[5-(morpholine-4-carbonyl)-pyridin-2-yl]-2-phenyl-piperazin-1-yl}-propan-1-one